OC(CCC(=O)NC1=CC=CC=C1)CCCCCCCC 4-hydroxydodecanoic acid anilide